ClC1=C(C=CC=C1C1=C(C(=NC=C1)Cl)Cl)C1=CC=C(C(=N1)OC)CN(C(OC(C)(C)C)=O)C[C@H]1NC(CC1)=O tert-butyl (S)-((6-(2-chloro-3-(2,3-dichloropyridin-4-yl)phenyl)-2-methoxypyridin-3-yl)methyl)((5-oxopyrrolidin-2-yl)methyl)carbamate